C(#N)C=1N(C(C=2N(C(=NC2N1)C=1C=NN(C1)CC1=CC(=CC=C1)C(F)(F)F)COC(C1=CN=CC=C1)=O)=O)CCC Nicotinic acid 2-cyano-6-oxo-1-propyl-8-[1-(3-trifluoromethyl-benzyl)-1H-pyrazol-4-yl]-1,6-dihydro-purin-7-ylmethyl ester